BrCCCC(CCC1=CC=C(C=C1)C(=O)C1=CC=C(C=C1)CCCCCl)CC=C (4-(6-bromo-3-allyl-hexyl)phenyl)(4-(4-chlorobutyl)phenyl)methanone